O[C@]12C[C@H](CC[C@@]2([C@H]2CC[C@@]3([C@H](CC[C@@]3([C@@H]2CC1)O)C=1C=CC(OC1)=O)C)C)OC(=O)NCCCC(=O)O 4-(((((3S,5S,8R,9S,10R,13R,14S,17R)-5,14-dihydroxy-10,13-dimethyl-17-(2-oxo-2H-pyran-5-yl)hexadecahydro-1H-cyclopenta[a]phenanthren-3-yl)oxy)carbonyl)amino)butanoic acid